methyl 6-(3-(((5-cyclopropyl-3-(2-(trifluoromethyl) phenyl) isoxazol-4-yl) methoxy) methyl)-3-fluoro-8-azabicyclo[3.2.1]oct-8-yl)-1-methyl-1H-indole-3-carboxylate C1(CC1)C1=C(C(=NO1)C1=C(C=CC=C1)C(F)(F)F)COCC1(CC2CCC(C1)N2C2=CC=C1C(=CN(C1=C2)C)C(=O)OC)F